BrC=1C(=CC(=NC1OC)NC(=O)C1CC(C2=C1C=NC=1N2N=C(C1)Cl)(C)C)C(N(C)OC)=O N-(5-bromo-6-methoxy-4-(methoxy(methyl)carbamoyl)pyridin-2-yl)-2-chloro-8,8-dimethyl-7,8-dihydro-6H-cyclopenta[e]pyrazolo[1,5-a]pyrimidine-6-carboxamide